NC1=C(C=C(OCCCS(=O)(=O)O)C=C1)OCCCC 3-(4-amino-3-butoxyphenoxy)propan-1-sulfonic acid